CC1=C(C2=C(N=N1)SC1=C2N=CN=C1N1CC(C1)(N)C)C 1-(3,4-dimethylpyrimidino[4',5':4,5]thieno[2,3-c]pyridazin-8-yl)-3-methyl-azetidin-3-amine